[N+](=O)([O-])C1=CC=C(C=N1)N1CCN(C2(CC2)C1)C(=O)OCC1=CC=CC=C1 benzyl 7-(6-nitropyridin-3-yl)-4,7-diazaspiro[2.5]octane-4-carboxylate